The molecule is a sesquiterpenoid commonly found in potatoes. It has a role as a plant metabolite. It is a sesquiterpenoid, an acetate ester, an organic heterotricyclic compound and a cyclic ether. CC(=O)OC(C)(C)[C@@H]1CC[C@]2(CO[C@]3([C@]2(C1)OC=C3)C)C